1-((1S)-1-(2-(amino(1,4-dioxaspiro[4.5]decan-8-yl)methyl)imidazo[1,2-b]pyridazin-7-yl)-2-methoxyethyl)-4-(trifluoromethyl)imidazolidin-2-one NC(C=1N=C2N(N=CC(=C2)[C@@H](COC)N2C(NC(C2)C(F)(F)F)=O)C1)C1CCC2(OCCO2)CC1